paratartaric acid C(C(C(=O)O)O)(C(=O)O)O